[I-].C(C)(C)C1=C(N=[N+](C(=C1)SC)CC1=C(C(=CC=C1C)OC)C)C 4-isopropyl-1-(3-methoxy-2,6-dimethylbenzyl)-3-methyl-6-(methylthio)pyridazin-1-ium iodide